3-(3-oxo-1,8-dihydrospiro[furo[3,2-e]isoindole-7,4'-piperidin]-2(3H)-yl)piperidine-2,6-dione O=C1N(CC=2C3=C(C=CC12)OC1(CCNCC1)C3)C3C(NC(CC3)=O)=O